CP(=O)(C)C1=CC=C(NCC#CC=2N(C=3C=CC=C(C3C2)NC2CCN(CC2)C)CC(F)(F)F)C=C1 2-[3-(4-dimethylphosphorylanilino)prop-1-ynyl]-N-(1-methyl-4-piperidyl)-1-(2,2,2-trifluoroethyl)indol-4-amine